OC(C)C1CCN(CC1)C(=O)N1CCC(CC1)=C(C#N)C1=CC=C(C=C1)C(F)(F)F 2-(1-(4-(1-hydroxyethyl)piperidine-1-carbonyl)piperidin-4-ylidene)-2-(4-(tri-fluoromethyl)phenyl)acetonitrile